(S)-6-((S)-3,3-dimethyl-2-(2,2,2-trifluoroacetamido)butanoyl)-6-azaspiro[2.5]octane-5-carboxylic acid CC([C@@H](C(=O)N1[C@@H](CC2(CC2)CC1)C(=O)O)NC(C(F)(F)F)=O)(C)C